FC1=NC(=C2N=CN(C2=N1)C1OCCCC1)NCC1=C(C=C(C=C1)OC)O 2-fluoro-6-[(2-hydroxy-4-methoxybenzyl)amino]-9-(tetrahydro-2H-pyran-2-yl)-9H-purine